1-(4-carboxyphenyl)1H-pyrazole-3,5-dicarboxylic acid C(=O)(O)C1=CC=C(C=C1)N1N=C(C=C1C(=O)O)C(=O)O